N,N-Dimethyl-N-(2-methacryloyl-oxyethyl)-N-(3-sulfopropyl)ammonium C[N+](CCCS(=O)(=O)O)(CCOC(C(=C)C)=O)C